BrC=1C(=C(N(C(C1)=O)C)NC1=C(C=C(C=C1)SC)F)C(=O)OC methyl 4-bromo-2-((2-fluoro-4-(methylthio) phenyl) amino)-1-methyl-6-oxo-1,6-dihydropyridine-3-carboxylate